ClC=1C=C(SC1)C1=C(C=C2C(=NC(N3C2=C1SC[C@H](C3)N3N=NC=C3)=O)N3C[C@@H](N[C@@H](C3)C)C)C(F)(F)F (S)-11-(4-chlorothien-2-yl)-8-((3S,5r)-3,5-dimethylpiperazin-1-yl)-3-(1H-1,2,3-triazol-1-yl)-10-(trifluoromethyl)-3,4-dihydro-[1,4]thiazepino[2,3,4-ij]quinazolin-6(2H)-one